2-(4-amino-1-piperidyl)-N-ethyl-2-oxo-acetamide NC1CCN(CC1)C(C(=O)NCC)=O